(3S,5R)-5-[(5-bromooxazolo[4,5-b]pyrazin-2-yl)amino]piperidin-3-ol BrC1=CN=C2C(=N1)N=C(O2)N[C@@H]2C[C@@H](CNC2)O